5-(5-fluoro-2'-isopropyl-[1,1'-biphenyl]-2-yl)-3-(4-(1-methyl-4-(trifluoromethyl)-1H-imidazol-2-yl)phenyl)-1,2,4-oxadiazole FC=1C=CC(=C(C1)C1=C(C=CC=C1)C(C)C)C1=NC(=NO1)C1=CC=C(C=C1)C=1N(C=C(N1)C(F)(F)F)C